(5-fluoro-2-(2H-1,2,3-triazol-2-yl)phenyl)((3aR,7aR)-Octahydro-6H-pyrrolo[2,3-c]pyridin-6-yl)methanone FC=1C=CC(=C(C1)C(=O)N1C[C@H]2[C@@H](CC1)CCN2)N2N=CC=N2